N1=CC=C(C=C1)C1=CC=CC=2[C@H](OCCCC21)CNC(OC(C)(C)C)=O |o1:11| rel-(S)-tert-butyl (6-(pyridin-4-yl)-1,3,4,5-tetrahydrobenzo[c]oxepin-1-yl)methylcarbamate